adamantan-1-yl (4-(8-sulfamoyl-3a,4,5,9b-tetrahydro-3H-cyclopenta[c]quinolin-4-yl)phenyl)carbamate S(N)(=O)(=O)C1=CC=2C3C(C(NC2C=C1)C1=CC=C(C=C1)NC(OC12CC4CC(CC(C1)C4)C2)=O)CC=C3